ClC=1C(=NC=C(N1)C(F)(F)F)C#N 3-chloro-5-trifluoromethylpyrazine-2-carbonitrile